C(CC)OC(=S)S n-propyl-xanthic acid